N1[C@H](CCC1)CCNC(O[C@H]1[C@H](NC[C@@H]1O)CC1=CC=C(C=C1)C=1C=C2CC(CC2=CC1)(F)F)=O (2R,3S,4S)-2-{[4-(2,2-difluoro-1,3-dihydroinden-5-yl)phenyl]methyl}-4-hydroxypyrrolidin-3-yl N-{2-[(2R)-pyrrolidin-2-yl]ethyl}carbamate